CNC(=O)C=1N=C(OC1)C=1C(=C2C(=NC1)NC=C2)NC2CC(C2)NC(OC(C)(C)C)=O tert-butyl ((1s,3s)-3-((5-(4-(methylcarbamoyl)oxazol-2-yl)-1H-pyrrolo[2,3-b]pyridin-4-yl)amino)cyclobutyl)carbamate